pyrrolo(2,3-d)pyrimidin N1C=NC=C2C1=NC=C2